N1(N=CC=C1)C1=CC=C(C=C1)C1=C(C(=NN1)NC1=C(C=C(C=C1)NC(=O)NC)C)F 1-(4-((5-(4-(1H-pyrazol-1-yl)phenyl)-4-fluoro-1H-pyrazol-3-yl)amino)-3-methylphenyl)-3-methylurea